NC1=C(C=C(C=N1)C=1C=C(C=CC1)C(=O)N1CC(NC(C1)C)C)OCC1=C(C(=CC=C1F)F)Cl {3-[6-amino-5-(2-chloro-3,6-difluoro-benzyloxy)-pyridin-3-yl]-phenyl}-(3,5-dimethyl-piperazin-1-yl)-methanone